C(#N)C1=CC=C2[C@H](CCOC2=C1)CS(=O)(=O)N |o1:6| (S*)-(7-cyanochroman-4-yl)methanesulfonamide